FC(C(=O)OI(OC(C(F)(F)F)=O)C1=CC=CC=C1)(F)F [phenyl-(2,2,2-trifluoroacetyl)oxy-iodanyl] 2,2,2-trifluoroacetate